C(C1=CC=CC=C1)(C1=CC=CC=C1)N1C2CN(CC1CC2)C(=O)C=2C1=C(C=NC2)N=CN1 (8-benzhydryl-3,8-diazabicyclo[3.2.1]octan-3-yl)(1H-imidazo[4,5-c]pyridin-7-yl)methanone